C[C@H]1[C@H]([C@H]([C@@H]([C@@H](O1)O[C@@H]2[C@H]([C@H]([C@H](O[C@H]2O[C@@H]3[C@H]([C@@H](O[C@@H]([C@H]3O)CO)OC[C@@H]4[C@@H]([C@@H]([C@H]([C@H](O4)O)NC(=O)C)O[C@H]5[C@@H]([C@H]([C@@H]([C@H](O5)CO)O)O[C@H]6[C@@H]([C@H]([C@H]([C@H](O6)CO)O)O)O[C@H]7[C@H]([C@@H]([C@@H]([C@@H](O7)C)O)O)O)NC(=O)C)O)NC(=O)C)CO)O)O)O)O)O The molecule is an amino heptasaccharide in which two alpha-L-fucosyl-(1->2)-beta-D-galactosyl-(1->3)-N-acetyl-beta-D-glucosaminyl chains are linked (1->3) and (1->6) to alpha-D-galactose. It is an amino heptasaccharide, a galactosamine oligosaccharide and a glucosamine oligosaccharide.